CC1=C(C(C=CC1=O)=O)C dimethyl-1,4-benzoquinone